N-(2-methyl-5-(2-(piperidin-1-yl)acetamido)pyridin-3-yl)pyrazolo[5,1-b]thiazole-7-carboxamide CC1=NC=C(C=C1NC(=O)C=1C=NN2C1SC=C2)NC(CN2CCCCC2)=O